C(#N)C1=CC(=C(C(=C1)C(C)C)CC(=O)NS(=O)(=O)N1CCC(CC1)CN(C)C)C(C)C 2-(4-cyano-2,6-diisopropylphenyl)-N-((4-((dimethylamino)methyl)piperidin-1-yl)sulfonyl)acetamide